cesium bromide [Br-].[Cs+]